(2S,3R)-N-(2-Amino-3-fluoro-4-((4-(trifluoromethyl)benzyl)amino)phenyl)-2,3-difluorooctanamid NC1=C(C=CC(=C1F)NCC1=CC=C(C=C1)C(F)(F)F)NC([C@@H]([C@@H](CCCCC)F)F)=O